N-(tetrahydro-2H-pyran-4-yl)-5-(2-((2,2,2-trifluoroethyl)amino)-7H-pyrrolo[2,3-d]pyrimidin-5-yl)pyrazolo[1,5-a]pyridine-3-carboxamide O1CCC(CC1)NC(=O)C=1C=NN2C1C=C(C=C2)C2=CNC=1N=C(N=CC12)NCC(F)(F)F